C1(=CC=CC=C1)C(C)C(C1=CC=CO1)O α-phenylethyl-furfuryl alcohol